N,N-di(2-hydroxyethyl)-2-hydroxyoctadecylamine OCCN(CCO)CC(CCCCCCCCCCCCCCCC)O